(R)-N-(1-cyanopyrrolidin-3-yl)-5-(1-ethyl-1H-pyrazol-4-yl)-4-methylpicolinamide C(#N)N1C[C@@H](CC1)NC(C1=NC=C(C(=C1)C)C=1C=NN(C1)CC)=O